3-({5-[3-(Acryloylamino)phenyl]-6-phenylfuro[2,3-d]pyrimidin-4-yl}amino)propanoic Acid C(C=C)(=O)NC=1C=C(C=CC1)C1=C(OC=2N=CN=C(C21)NCCC(=O)O)C2=CC=CC=C2